C(C)(C)(C)OC(=O)N1CCC2(CC1)C(C1=CC=C(C=C1C2)Cl)=O 5-chloro-1-oxo-1,3-dihydrospiro[indene-2,4'-piperidine]-1'-carboxylic acid tert-butyl ester